C(C)(=O)N1C=C2C3=C(C4=CC(CN(C4C2)C)C(=O)N(CC)CC)C=CC=C13 4-acetyl-N,N-diethyl-7-methyl-6,6a,8,9-tetrahydroindolo[4,3-fg]quinoline-9-carboxamide